(4-Iodopyridin-2-yl)carbamic acid methyl ester COC(NC1=NC=CC(=C1)I)=O